COC1=CC2=C(N=C(S2)C=2C=CC(=NC2)N2C[C@H]([C@H](CC2)O)O)C=C1 (3R,4S)-1-[5-(6-methoxy-1,3-benzothiazol-2-yl)pyridin-2-yl]piperidine-3,4-diol